The molecule is a member of the class of sulfamides that is dichlofluanid in which the hydrogen at the para position of the phenyl group is replaced by a methyl group. A fungicide first marketed in 1971 and used in the cultivation of fruit and vegetables, as well as in wood preservatives, it is no longer approved for use in the European Union. It has a role as a genotoxin and an antifungal agrochemical. It is an organofluorine compound, an organochlorine compound, a member of sulfamides and a phenylsulfamide fungicide. It derives from a sulfamide. CC1=CC=C(C=C1)N(SC(F)(Cl)Cl)S(=O)(=O)N(C)C